FC1=C2NC(C=3N(C2=CC=C1CN1CC2=NN(C=C2C1)C=1C=CC(=NC1)C(=O)NC)N=CC3C(F)(F)F)=O 5-(5-((6-fluoro-4-oxo-3-(trifluoromethyl)-4,5-dihydropyrazolo[1,5-a]quinoxalin-7-yl)methyl)-5,6-dihydropyrrolo[3,4-c]pyrazol-2(4H)-yl)-N-methylpicolinamide